NC(C(=O)N1[C@H](CN(CC1)C(=O)OC(C)(C)C)C1=CC=CC=C1)=O (S)-tert-butyl 4-(2-amino-2-oxoacetyl)-3-phenylpiperazine-1-carboxylate